C1(=CC=CC=C1)C1=C2C(=CC(=C1)O2)C2=CC=CC=C2 2,6-diphenyl-1,4-phenylene ether